(2R)-2-benzyl-4-chloro-N-(8-fluoro-4-methyl-3-quinolyl)pent-4-enamide C(C1=CC=CC=C1)[C@@H](C(=O)NC=1C=NC2=C(C=CC=C2C1C)F)CC(=C)Cl